N1=CN=C(C2=C1NC=C2)N2CCN(CC2)[C@@H](C(=O)NC2=CC=C(C=C2)S(NC(C)C)(=O)=O)C (R)-2-(4-(7H-pyrrolo[2,3-d]pyrimidin-4-yl)piperazin-1-yl)-N-(4-(N-isopropylsulfamoyl)phenyl)propanamide